C[Si](C)(C)OC(C(CCCCCCCCCCCCC)C)=O 2-methylpentadecanoic acid trimethylsilylester